2-[(2S)-4-[7-(8-methyl-1-naphthyl)-2-[[(2R)-1-methylpyrrolidin-2-yl]methoxy]-6,8-dihydro-5H-pyrido[3,4-d]pyrimidin-4-yl]-1-[(E)-4-trityloxybut-2-enoyl]piperazin-2-yl]acetonitrile CC=1C=CC=C2C=CC=C(C12)N1CC=2N=C(N=C(C2CC1)N1C[C@@H](N(CC1)C(\C=C\COC(C1=CC=CC=C1)(C1=CC=CC=C1)C1=CC=CC=C1)=O)CC#N)OC[C@@H]1N(CCC1)C